9-(piperazin-1-ylmethyl)-3-azaspiro[5.5]undecan-3-carboxylic acid N1(CCNCC1)CC1CCC2(CCN(CC2)C(=O)O)CC1